ClC1=CC=C(C=C1)C1=C(C(=NN1C1=C(C=C(C=C1)Cl)Cl)C(=O)NN1CCCCC1)C 5-(4-chlorophenyl)-1-(2,4-dichloro-phenyl)-4-methyl-N-(piperidin-1-yl)-1H-pyrazole-3-carboxamide